iodolead I[Pb]